diisobutyl-diMethyl-hafnium C(C(C)C)[Hf](C)(C)CC(C)C